C1(=CC=CC=C1)N=NCC(=O)CC(C)=O 3-phenylazoacetylacetone